3-(2,4-dichlorophenyl)-N-(2-hydroxyethyl)-1H-pyrazole-5-carboxamide ClC1=C(C=CC(=C1)Cl)C1=NNC(=C1)C(=O)NCCO